N-(1,3-benzodioxol-5-yl)-3-[4-chloro-5-(1-hydroxy-1-methyl-ethyl)-3-methyl-pyrazol-1-yl]-N-methyl-benzamide O1COC2=C1C=CC(=C2)N(C(C2=CC(=CC=C2)N2N=C(C(=C2C(C)(C)O)Cl)C)=O)C